bisphosphonate calcium salt [Ca+2].P([O-])([O-])=O.P([O-])([O-])=O.[Ca+2]